2-methoxy-6-methyl-5,6,6a,7-tetrahydro-4H-dibenzo[DE,G]quinoline-1-ol COC1=C(C2=C3C(CCN(C3CC3=C2C=CC=C3)C)=C1)O